(R)-3-(3-(6-(2-((1-((3R,4R)-3-fluoro-1-methylpiperidin-4-yl)-1H-pyrazol-4-yl)amino)pyrimidin-4-yl)pyridin-2-yl)isoxazol-5-yl)-3-hydroxy-1-methylpyrrolidin-2-one F[C@@H]1CN(CC[C@H]1N1N=CC(=C1)NC1=NC=CC(=N1)C1=CC=CC(=N1)C1=NOC(=C1)[C@]1(C(N(CC1)C)=O)O)C